CN(CCN1C(CC(CC1)C=1C=CC(=NC1)NC=1C2=C(C(=NC1)C1=C3C(=NC=C1)N(C=C3)C)CNC2=O)=O)C 7-((5-(1-(2-(dimethyl-amino)ethyl)-2-oxopiperidin-4-yl)pyridin-2-yl)amino)-4-(1-methyl-1H-pyrrolo[2,3-b]pyridin-4-yl)-2,3-dihydro-1H-pyrrolo[3,4-c]pyridin-1-one